C(=O)O.N1N=CC(=C1)C=1SC=C(N1)C(=O)NC=1C(=NN(C1)C1COCC1)C1=NC=CC=C1 2-(1H-pyrazol-4-yl)-N-(3-(pyridin-2-yl)-1-(tetrahydrofuran-3-yl)-1H-pyrazol-4-yl)thiazole-4-carboxamide Formic Acid Salt